[OH-].C(C)(C)(C)[NH3+] t-butylammonium hydroxide